ClC=1C=CC(=C(C(=O)O)C1)NC1=C(C=NC2=CC=C(C=C12)Cl)S(=O)(=O)N1CCOCC1 5-chloro-2-[(6-chloro-3-morpholinesulfonyl-4-quinolinyl)amino]benzoic acid